5-(2-methyl[1,2,4]triazolo[1,5-a]pyrazin-6-yl)-2-{3-[(3S)-3-(propan-2-yl)piperazin-1-yl]-1,2,4-triazin-6-yl}phenol CC1=NN2C(C=NC(=C2)C=2C=CC(=C(C2)O)C2=CN=C(N=N2)N2C[C@@H](NCC2)C(C)C)=N1